(S)-1-N-tert-butyloxycarbonyl-3-hydroxypyrrolidine C(C)(C)(C)OC(=O)N1C[C@H](CC1)O